CC1(C(O1)C=O)CCC=C(C)C 3-methyl-3-(4-methyl-3-pentenyl)-oxiraneformaldehyde